(1-((6-(5-Methylisoxazol-4-yl)benzo[d]thiazol-2-yl)amino)ethyl)pyrrolidine-1-carbonitrile CC1=C(C=NO1)C1=CC2=C(N=C(S2)NC(C)C2N(CCC2)C#N)C=C1